ClC(C1=NC(=NO1)C1=CC=2N(C=C1)C=C(N2)CN=S(=O)(C)CC)(F)F (((7-(5-(chlorodifluoromethyl)-1,2,4-oxadiazol-3-yl)imidazo[1,2-a]pyridin-2-yl)methyl)imino)(ethyl)(methyl)-λ6-sulfanone